ClC1=C(C=C(OCC(=O)NC23CC(C2)(C3)NC(=O)C3COC2=C(O3)C=C(C(=C2)F)F)C=C1)F N-{3-[2-(4-chloro-3-fluorophenoxy)acetamido]bicyclo[1.1.1]pentan-1-yl}-6,7-difluoro-2,3-dihydro-1,4-benzodioxine-2-carboxamide